C(CCC)OCCOCCOCCOCCCC Triethylene Glycol Dibutyl Ether